CC=1CC2C(C(OC2=O)=O)CC1C 5,6-dimethyl-3a,4,7,7a-tetrahydro-2-benzofuran-1,3-dione